7-(4-chloro-3,5-difluorophenyl)-5,6,7,8-tetrahydro-2,7-naphthyridine-3-carboxylic acid ethyl ester C(C)OC(=O)C=1N=CC=2CN(CCC2C1)C1=CC(=C(C(=C1)F)Cl)F